tert-butyl 7-((4-chloro-2-fluorobenzyl)amino)-3,4-dihydro-2,6-naphthyridine-2(1H)-carboxylate ClC1=CC(=C(CNC2=NC=C3CCN(CC3=C2)C(=O)OC(C)(C)C)C=C1)F